1-(pyrimidin-2-yl)-5-(trifluoromethyl)-1H-pyrazole-4-carboxylic acid ethyl ester C(C)OC(=O)C=1C=NN(C1C(F)(F)F)C1=NC=CC=N1